2-(5-chloro-2-nitro-phenyl)-2-(2,2-dimethylchroman-6-yl)propionic acid ClC=1C=CC(=C(C1)C(C(=O)O)(C)C=1C=C2CCC(OC2=CC1)(C)C)[N+](=O)[O-]